1-oxo-2-(2,2,2-trifluoroethyl)-1,2,3,4-tetrahydroisoquinoline-4-carboxylic acid O=C1N(CC(C2=CC=CC=C12)C(=O)O)CC(F)(F)F